(S)-3-(1-aminoethyl)-5-chloro-8-fluoro-2-(1H-pyrazol-3-yl)isoquinolin-1(2H)-one N[C@@H](C)C=1N(C(C2=C(C=CC(=C2C1)Cl)F)=O)C1=NNC=C1